2,4,8,10-tetraoxospiro(5.5)undecane O=C1CC2(CC(C1)=O)CC(CC(C2)=O)=O